O=C1N(C(CN1C1=CC=C(C=C1)C(F)(F)F)=O)CCC1=CC(=C(OC(C(=O)O)(C)C)C(=C1)C)C 2-(4-(2-(2,5-Dioxo-3-(4-(trifluoromethyl)phenyl)imidazolidin-1-yl)ethyl)-2,6-dimeth-ylphenoxy)-2-methylpropionic acid